BrC=1C=NC(=C(C=O)C1)Cl 5-bromo-2-chloronicotinaldehyde